carbamoyl-(pyrrolidine-1-carbonyl)-N,N,N,2,2-pentamethyl-4,17,21-trioxo-3,8,11,14,22-pentaoxa-5,18-diazapentacosan-25-aminium trifluoroacetate FC(C(=O)[O-])(F)F.C(N)(=O)C(C(OC(NCCOCCOCCOCCC(NCCC(OCCC[N+](C)(C)C)=O)=O)=O)(C)C)C(=O)N1CCCC1